4-chloro-6-iodofuro[3,2-d]pyrimidine ClC=1C2=C(N=CN1)C=C(O2)I